NCC=1C=C(C=CC1)C=1C=C2C(=CN(C2=CC1)C(=O)OC(C)(C)C)COC1=C(C=CC=C1)CC(=O)O 2-(2-((5-(3-(aminomethyl)phenyl)-1-(tert-butoxycarbonyl)-1H-indol-3-yl)methoxy)phenyl)acetic acid